C(C1=CC=CC=C1)NCC#CC=1C=C2CCN3C(C2=CC1)=CC(=NC3=O)OCC3OC=1C(=NC=CC1)OC3 9-(3-Benzylamino-prop-1-ynyl)-2-(2,3-dihydro-[1,4]dioxino[2,3-b]pyridin-2-ylmethoxy)-6,7-dihydro-pyrimido[6,1-a]isoquinolin-4-one